N-(2,3-bis((3,4-dichlorophenyl)amino)quinoxalin-6-yl)acetamide ClC=1C=C(C=CC1Cl)NC1=NC2=CC=C(C=C2N=C1NC1=CC(=C(C=C1)Cl)Cl)NC(C)=O